Methyl (4-(3-amino-7-((1-hydroxycyclopentyl)ethynyl)-1H-indazol-5-yl)pyridin-2-yl)carbamate NC1=NNC2=C(C=C(C=C12)C1=CC(=NC=C1)NC(OC)=O)C#CC1(CCCC1)O